2-(triisopropylsiloxymethyl)spiro[7H-cyclopenta[B]pyridin-6,4'-piperidin]-5-one C(C)(C)[Si](OCC1=CC=C2C(=N1)CC1(CCNCC1)C2=O)(C(C)C)C(C)C